C(C)(=O)N[C@H]1C[C@H](CCC1)C(=O)NC=1N=CC2=CC(=NC(=C2C1)NC(C)C)C=O (1S,3R)-3-acetamido-N-(7-formyl-5-(isopropylamino)-2,6-naphthyridin-3-yl)cyclohexane-1-carboxamide